4-(cyclohexylmethoxy)-3-methylbenzaldehyde C1(CCCCC1)COC1=C(C=C(C=O)C=C1)C